BrC1=NN=C2N1CCNC2 3-bromo-6,8-dihydro-5H-[1,2,4]triazolo[4,3-a]pyrazine